ClC1=C(CN2C(=C(C3=CC(=CC=C23)C(=O)OCC=C)C)C)C=CC=C1O[C@H](C(=O)OC)C (S)-Allyl 1-(2-chloro-3-((1-methoxy-1-oxopropan-2-yl)oxy)benzyl)-2,3-dimethyl-1H-indole-5-carboxylate